C(#N)N1C2C(CC1CC2)NC(=O)C=2C=C1C=NN(C1=CC2)C2=NC=CC(=C2)C2CC2 endo-N-(7-cyano-7-azabicyclo[2.2.1]heptan-2-yl)-1-(4-cyclopropyl-2-pyridinyl)-1H-indazole-5-carboxamide